4-(((5Z,8Z,11Z,14Z,17Z)-eicosa-5,8,11,14,17-penten-1-yl)amino)butan-1-ol C(CCC\C=C/C\C=C/C\C=C/C\C=C/C\C=C/CC)NCCCCO